4-mercapto-2,3-dihydro-1H-pyrrolo[2,3-b]Pyridine-1-carboxylic acid tert-butyl ester C(C)(C)(C)OC(=O)N1CCC=2C1=NC=CC2S